dihexyl phthalate (Dihexyl Phthalate) C(CCCCC)C=1C(=C(C(C(=O)O)=CC1)C(=O)O)CCCCCC.C(C=1C(C(=O)OCCCCCC)=CC=CC1)(=O)OCCCCCC